NC1=NC=CC=C1C1=NC=2C(=NC(=CC2)Cl)N1C=1C=C2CC[C@@H](C2=CC1)NC(C1=CC(=C(C=C1)OCC1=CC=CC=C1)C1OCCO1)=O N-[(1S)-5-[2-(2-aminopyridin-3-yl)-5-chloroimidazo[4,5-b]pyridin-3-yl]-2,3-dihydro-1H-inden-1-yl]-4-(benzyloxy)-3-(1,3-dioxolan-2-yl)benzamide